2-methyl-1,3-pentylene glycol CC(CO)C(CC)O